COC1=C(C=C(C=C1)C12CCC(CC1)(CC2)CC=2C(=NC=CC2)N)C ((4-(4-methoxy-3-methylphenyl)bicyclo[2.2.2]octan-1-yl)methyl)pyridin-2-amine